C(CC[C@@H](C(=O)O)NC(=O)C1=CC=C(NCC2=CN=C3N=C(N)NC(=O)C3=N2)C=C1)(=O)[O-].[Fe+2].C(CC[C@@H](C(=O)O)NC(=O)C1=CC=C(NCC2=CN=C3N=C(N)NC(=O)C3=N2)C=C1)(=O)[O-] Ferrous folate